3-(((7-(cyclopentylamino)-5-fluoro-4-oxo-3,4-dihydroquinazolin-2-yl)methyl)thio)-4-fluoropyrrolidine-1-carboxylic acid tert-butyl ester C(C)(C)(C)OC(=O)N1CC(C(C1)F)SCC1=NC2=CC(=CC(=C2C(N1)=O)F)NC1CCCC1